4-((6-(4-(3,4-dihydroisoquinolin-2(1H)-yl)-3-hydroxypiperidin-1-carbonyl)pyrimidin-4-yl)(methyl)amino)piperidin-1-ylethanone C1N(CCC2=CC=CC=C12)C1C(CN(CC1)C(=O)C1=CC(=NC=N1)N(C1CCN(CC1)C(C)=O)C)O